CC(C)OC1=CC=C2CC(NCC2=C1)=O 7-propan-2-yloxy-1,4-dihydroisoquinolin-3-one